2,3,4,6-tetra-O-acetyl-alpha-D-galactopyranosylbromide C(C)(=O)O[C@H]1[C@H](O[C@@H]([C@@H]([C@@H]1OC(C)=O)OC(C)=O)COC(C)=O)Br